ClC=1C(=NC(=NC1)N1C[C@H](C[C@H](C1)C)O)NC1=CC=2C3=C(C(N(C2C=C1)C)=O)OCC[C@@H](N3)C3CC3 (R)-10-((5-chloro-2-((3S,5R)-3-hydroxy-5-methylpiperidin-1-yl)pyrimidin-4-yl)amino)-2-cyclopropyl-7-methyl-1,2,3,4-tetrahydro-[1,4]oxazepino[2,3-c]quinolin-6(7H)-one